2-(1H-imidazol-5-yl)-1-(5-(4-(trifluoromethyl)-phenoxy)-3,4-dihydroisoquinolin-2(1H)-yl)ethan-1-one N1C=NC=C1CC(=O)N1CC2=CC=CC(=C2CC1)OC1=CC=C(C=C1)C(F)(F)F